C(#N)C1=CC(=C(COC2=CC=CC(=N2)C2CCN(CC2)CC2=NC3=C(N2C[C@H]2OCC2)SC(=C3)C(=O)O)C=C1)F (S)-2-((4-(6-((4-cyano-2-fluorobenzyl)oxy)pyridin-2-yl)piperidin-1-yl)methyl)-3-(oxetan-2-ylmethyl)-3H-thieno[2,3-d]imidazole-5-carboxylic acid